4-(6-(6-((6-methoxypyridin-3-yl)methyl)-3,6-diazabicyclo[3.1.1]heptan-3-yl)pyridin-3-yl)-6-(3-(S-methylsulfonimidoyl)propoxy)pyrazolo[1,5-a]pyridine-3-carbonitrile COC1=CC=C(C=N1)CN1C2CN(CC1C2)C2=CC=C(C=N2)C=2C=1N(C=C(C2)OCCCS(=O)(=N)C)N=CC1C#N